(Z)-3-fluoro-4-(2-methyl-3-((6-(methylsulfonyl)pyridin-3-yl)methyl)-5-(trifluoromethyl)-1H-pyrrolo[3,2-b]pyridin-1-yl)but-2-en-1-amine trihydrochloride Cl.Cl.Cl.F\C(=C/CN)\CN1C(=C(C2=NC(=CC=C21)C(F)(F)F)CC=2C=NC(=CC2)S(=O)(=O)C)C